O=C1NC(CCC1N1C(C2=CC=C(C=C2C1)CNC(OC(C)(C)C)=O)=O)=O Tert-butyl N-[[2-(2,6-dioxo-3-piperidyl)-1-oxo-isoindolin-5-yl]methyl]carbamate